1-aminoethyl-2-palmitylimidazoline NC(C)N1C(=NCC1)CCCCCCCCCCCCCCCC